3-(4-(3-chloro-4-fluorophenyl)-4H-1,2,4-triazol-3-yl)-2-(6-methyl-4-(trifluoromethyl)pyridin-2-yl)hexahydrocyclopenta[c]pyrrol-1(2H)-one ClC=1C=C(C=CC1F)N1C(=NN=C1)C1C2C(C(N1C1=NC(=CC(=C1)C(F)(F)F)C)=O)CCC2